C(#C)C=1C=CC2=C(C(=N[C@@H](C=3N2C=NC3C3=NC(=NO3)C(C)C)C)C3=C(C=CC=C3)F)C1 (R)-5-(8-ethynyl-6-(2-fluorophenyl)-4-methyl-4H-benzo[f]imidazo[1,5-a][1,4]diazepin-3-yl)-3-isopropyl-1,2,4-oxadiazole